COC(C(C(C)C)NC1=C(C(=C(C=C1)Br)F)[N+](=O)[O-])=O 2-(4-bromo-3-fluoro-2-nitro-anilino)-3-methyl-butyric acid methyl ester